FC(C(=O)O)(F)F.BrC1=CC(=C(C=C2CNC2)C(=C1)C)C 3-(4-bromo-2,6-dimethylbenzylidene)azetidine, trifluoroacetate salt